ClC1=C2C(=CC(=CC2=CC=C1)O)N1CC=2N=C(N=C(C2CC1)N1CC2CCC(C1)N2)OCC21CCCN1CCC2 5-chloro-4-(4-{3,8-diazabicyclo[3.2.1]oct-3-yl}-2-[(hexahydro-1H-pyrrolizin-7a-yl)methoxy]-5H,6H,7H,8H-pyrido[3,4-d]pyrimidin-7-yl)naphthalen-2-ol